C(C)OC(C=CC1N(CCC1)C(=O)[O-])=O 2-(3-ethoxy-3-oxoprop-1-en-1-yl)pyrrolidine-1-carboxylate